ClC=1C=C(C=2CC[C@H](C2C1)O)S(=O)(=O)NC=1C(=C(C(=CC1)F)C=1C=C2C=NC(=NC2=C(C1)F)NC1CCN(CC1)C(=O)OC(C)(C)C)F tert-butyl 4-[(6-{3-[(1R)-6-chloro-1-hydroxy-2,3-dihydro-1H-indene-4-sulfonamido]-2,6-difluorophenyl}-8-fluoroquinazolin-2-yl) amino]piperidine-1-carboxylate